1-(3-(3-methoxy-8,9-dihydropyrido[3',2':4,5]imidazo[1,2-a]pyrazin-7(6H)-yl)-3-oxopropoxy)propan COC1=CC=2N=C3N(CCN(C3)C(CCOCCC)=O)C2N=C1